1-[6-(4,4-Difluoro-1-methylcyclohexyl)-5-fluoropyridin-3-yl]ethanone FC1(CCC(CC1)(C)C1=C(C=C(C=N1)C(C)=O)F)F